N-((S)-1-(2,4-difluorophenyl)ethyl)-2-(4-methyl-2-oxo-1,4-dihydropyrido[3,2-d]pyrimidin-3(2H)-yl)acetamide FC1=C(C=CC(=C1)F)[C@H](C)NC(CN1C(NC2=C(C1C)N=CC=C2)=O)=O